NC1CCCC1 1-aminocyclopentan